methyl 2-fluoro-4-piperazin-1-yl-benzoate hydrochloride Cl.FC1=C(C(=O)OC)C=CC(=C1)N1CCNCC1